C1=CC=CC=2C3=CC=CC=C3C(C12)COC(=O)NC(COCCC(=O)O)(COCCC(=O)O)COCCC(=O)O 3,3'-((2-((((9H-fluoren-9-yl)methoxy)carbonyl)amino)-2-((2-carboxyethoxy)methyl)propane-1,3-diyl)bis(oxy))dipropionic acid